N-[(R)-4-aza-1-indanyl]-5-{(2S)-11-[(p-fluorophenoxy)methyl]-10-(5-methyl-1,3,4-oxadiazol-2-yl)-7-oxo-6,12-diazatricyclo[6.4.0.02,6]dodeca-1(8),9,11-trien-9-yl}-2-thenamide [C@H]1(CCC2=NC=CC=C12)NC(C1=CC=C(S1)C=1C=2C(N3CCC[C@H]3C2N=C(C1C=1OC(=NN1)C)COC1=CC=C(C=C1)F)=O)=O